tert-butyl 4-[1-(2-fluoro-4-nitro-phenyl)-4-piperidyl]piperidine-1-carboxylate FC1=C(C=CC(=C1)[N+](=O)[O-])N1CCC(CC1)C1CCN(CC1)C(=O)OC(C)(C)C